2-[(tert-butoxycarbonyl)amino]-4-(trifluoromethoxy)benzoic acid C(C)(C)(C)OC(=O)NC1=C(C(=O)O)C=CC(=C1)OC(F)(F)F